OC1=C(C(=CC(=C1)O)OCC1=CC=C(C=C1)OC)C(=O)N1CCCC1 [2,4-dihydroxy-6-[(4-methoxyphenyl)methoxy]phenyl]-pyrrolidin-1-yl-methanone